NC1=C2N=CN(C2=NC(=N1)F)C1CCC(CC1)C(=O)O 4-(6-amino-2-fluoro-9H-purin-9-yl)cyclohexanecarboxylic acid